5-(4,5-dichloropyridin-2-yl)-3-methyl-1,2,4-oxadiazole ClC1=CC(=NC=C1Cl)C1=NC(=NO1)C